C[C@@H]1CN(C[C@@H](O1)C)C=1C=CC=2C(=NC(=CN2)NCC2=C3C(=CNC3=C(C=C2)OC)C(C)C)N1 6-[cis-2,6-dimethylmorpholin-4-yl]-N-[(3-isopropyl-7-methoxy-1H-indol-4-yl)methyl]pyrido[2,3-b]pyrazin-3-amine